4-trifluoromethylpyrazol FC(C=1C=NNC1)(F)F